3-chloro-N-((3aR,5s,6aS)-2-(5-(3-cyano-6-ethoxypyrazolo[1,5-a]pyridin-4-yl)pyrazin-2-yl)octahydrocyclopenta[c]pyrrol-5-yl)picolinamide ClC=1C(=NC=CC1)C(=O)NC1C[C@@H]2[C@@H](CN(C2)C2=NC=C(N=C2)C=2C=3N(C=C(C2)OCC)N=CC3C#N)C1